3-((5S,7R)-5-(3,5-difluorophenyl)-7-methyl-3-oxo-6,7-dihydro-3H-pyrrolo[2,1-c][1,2,4]triazol-2(5H)-yl)bicyclo[1.1.1]pentane-1-carbonitrile FC=1C=C(C=C(C1)F)[C@@H]1C[C@H](C2=NN(C(N21)=O)C21CC(C2)(C1)C#N)C